4-[(4-methoxy-2-methylbutyl)amino]-3-nitrobenzenesulfonamide COCCC(CNC1=C(C=C(C=C1)S(=O)(=O)N)[N+](=O)[O-])C